(S)-5-amino-2-((4-carboxy-4-(4-(2-(2,4-diaminopteridin-6-yl)ethyl)benzamido)butyl)-carbamoyl)benzoic acid NC=1C=CC(=C(C(=O)O)C1)C(NCCC[C@H](NC(C1=CC=C(C=C1)CCC=1N=C2C(=NC(=NC2=NC1)N)N)=O)C(=O)O)=O